4-(5-(3-cyano-6-(1-methyl-1H-pyrazole-4-yl)pyrazolo[1,5-a]pyrazine-4-yl)pyridin-2-yl)-1-oxothiomorpholine C(#N)C=1C=NN2C1C(=NC(=C2)C=2C=NN(C2)C)C=2C=CC(=NC2)N2CCS(CC2)=O